(S)-1-(N-methyl-5-((2-methyl-2H-1,2,3-triazol-4-yl)ethynyl)nicotinamido)-3-phenylpropan-2-yl 2-aminoacetate NCC(=O)O[C@H](CN(C(C1=CN=CC(=C1)C#CC1=NN(N=C1)C)=O)C)CC1=CC=CC=C1